tert-butyl 6-(2-oxo-2,3-dihydro-1H-benzo[d]imidazol-1-yl)-3,4-dihydroisoquinoline-2(1H)-carboxylate O=C1NC2=C(N1C=1C=C3CCN(CC3=CC1)C(=O)OC(C)(C)C)C=CC=C2